COC1=CC(=NC=C1)NC(=O)C1=CN(C2=C1C(N(C=C2C)C)=O)C N-(4-methoxypyridin-2-yl)-1,5,7-trimethyl-4-oxo-4,5-dihydro-1H-pyrrolo[3,2-c]pyridine-3-carboxamide